N-(2-ethylsulfonylamino-5-trifluoromethyl-3-pyridyl)cyclohexanecarboxamide-monosodium salt [Na].C(C)S(=O)(=O)NC1=NC=C(C=C1NC(=O)C1CCCCC1)C(F)(F)F